N-(4-chlorobenzyl)-8-((1-(isopropylsulfonyl)cyclopropyl)methoxy)-1-methyl-2-oxo-1,2-dihydropyrido[2,3-d]pyridazine-3-carboxamide ClC1=CC=C(CNC(=O)C2=CC=3C(=C(N=NC3)OCC3(CC3)S(=O)(=O)C(C)C)N(C2=O)C)C=C1